3-FLUORO-4-ISOPROPOXYPHENYLBORONIC ACID FC=1C=C(C=CC1OC(C)C)B(O)O